[C].CC=1C(NC(N([C@H]2[C@H](O)[C@H](O)[C@@H](CO)O2)C1)=O)=O 5-methyluridine carbon